5-(((S)-1-methoxy-3-(((S)-1-(1-(5-methylpyrimidin-2-yl)piperidin-4-yl)-2-oxopyrrolidin-3-yl)oxy)propan-2-yl)oxy)-4-(trifluoromethyl)pyridazin-3(2H)-one COC[C@@H](CO[C@@H]1C(N(CC1)C1CCN(CC1)C1=NC=C(C=N1)C)=O)OC1=C(C(NN=C1)=O)C(F)(F)F